CC1=C(C=NN1C1=C(C=CC=C1)C)C(=O)NC1=CC(=CC=C1)NS(=O)(=O)C 5-methyl-N-(3-(methylsulfonamido)phenyl)-1-(o-tolyl)-1H-pyrazole-4-carboxamide